C(C)(C)(C)OC(=O)N1C(CNCC1)CC1CCN(CC1)C(=O)OCC1=CC=CC=C1 (1-(((benzyloxy)carbonyl)piperidin-4-yl)methyl)piperazine-1-carboxylic acid tert-butyl ester